O=C1NC(CCC1N1CC2=CC=CC(=C2C1=O)C=1CC(CC1)CNC(OC(C)(C)C)=O)=O tert-butyl ((3-(2-(2,6-dioxopiperidin-3-yl)-3-oxoisoindolin-4-yl)cyclopent-3-en-1-yl)methyl)carbamate